2,2-diethyl-1,3-dioxolane C(C)C1(OCCO1)CC